FC1=C(C=CC(=C1)F)C1(OC2=C(O1)C=CC=C2C2CCN(CC2)CC2=NC=C(C=C2C)C2=NN=C(N2)C(F)(F)F)C 2-({4-[2-(2,4-difluorophenyl)-2-methyl-2H-1,3-benzodioxol-4-yl]Piperidin-1-yl}methyl)-3-methyl-5-[5-(trifluoromethyl)-4H-1,2,4-triazol-3-yl]Pyridine